((S)-1-(2-((S)-2-cyanopyrrolidin-1-yl)-2-oxoethyl)pyrrolidin-3-yl)-6-methoxybenzofuran-3-carboxamide C(#N)[C@H]1N(CCC1)C(CN1C[C@H](CC1)C=1OC2=C(C1C(=O)N)C=CC(=C2)OC)=O